CC1=C(C(=O)N)C=C(C=C1)OCC1N(CC2=CC=CC=C2C1)C 2-methyl-5-((2-methyl-1,2,3,4-tetrahydroisoquinolin-3-yl)methoxy)benzamide